(E)-2-methoxy-4-(prop-1-en-1-yl)phenyl 2-hydroxybenzoate OC1=C(C(=O)OC2=C(C=C(C=C2)\C=C\C)OC)C=CC=C1